(S)-N-(4-([1,2,4]triazolo[1,5-c]pyrimidin-7-yloxy)-3-methylphenyl)-5-((4,4-difluoro-1-methylpyrrolidin-3-yl)oxy)-6-methoxyquinazolin-4-amine N=1C=NN2C=NC(=CC21)OC2=C(C=C(C=C2)NC2=NC=NC1=CC=C(C(=C21)O[C@H]2CN(CC2(F)F)C)OC)C